C(C=CC)N but-2-enamidol